(1R,2R,4S,6S)-2-hydroxy-6-propoxycyclohexane-1,4-diylbis(2,2-dimethylpropionate) O[C@H]1[C@H]([C@H](C[C@H](C1)CC(C(=O)[O-])(C)C)OCCC)CC(C(=O)[O-])(C)C